N1=CC=C(C=C1)C=1C(=NN(C1)C[C@H](C)O)C1=CC=C(C=C1)OCC1=NC2=CC=CC=C2C=C1 (S)-1-{4-pyridin-4-yl-3-[4-(quinolin-2-ylmethoxy)-phenyl]-pyrazol-1-yl}-propan-2-ol